2-(1-methyl-1H-pyrazol-4-yl)-6-nitrobenzonitrile CN1N=CC(=C1)C1=C(C#N)C(=CC=C1)[N+](=O)[O-]